5,6-dihydro-4H-cyclopenta[c]isoxazol-6-amine N=1OC=C2C1C(CC2)N